C(C)C=1C=C2CN(C(C2=CC1CC1=CC=C(C=C1)C1=NN(C=C1)C)=O)CC1OCCC1 5-ethyl-6-(4-(1-methyl-1H-pyrazol-3-yl)benzyl)-2-(tetrahydrofuran-2-ylmethyl)isoindolin-1-one